FC(C1=C(CN2C(C3=NN(C(=C3C2)C2=CC(=C(C=C2F)NC(=O)NCN2CCCC2)F)C2=C(C=CC=C2CC)CC)(C)C)C=CC(=C1)C(F)(F)F)(F)F 1-(4-(5-(2,4-bis(trifluoromethyl)benzyl)-2-(2,6-diethylphenyl)-6,6-dimethyl-2,4,5,6-tetrahydropyrrolo[3,4-c]pyrazol-3-yl)-2,5-difluorophenyl)-3-(pyrrolidin-1-ylmethyl)urea